5-fluoro-3-phenyl-1H-indene FC=1C=C2C(=CCC2=CC1)C1=CC=CC=C1